(6-(bis(4-methoxybenzyl)amino)-4-methylpyridin-2-yl)boronic acid COC1=CC=C(CN(C2=CC(=CC(=N2)B(O)O)C)CC2=CC=C(C=C2)OC)C=C1